Z-1-chloro-3,3,3-trifluoropropene Cl\C=C/C(F)(F)F